C(C)(C)(C)OC(=O)N1C[C@@]2(NC3=NC(=C(C=C3CC2)C2=NC=CC=N2)C)CC1 (S)-7'-methyl-6'-(pyrimidin-2-yl)-3',4'-dihydro-1'H-spiro[pyrrolidine-3,2'-[1,8]naphthyridine]-1-carboxylic acid tert-butyl ester